4-methyl-7-nitro-1H-indole-3-carbonitrile CC1=C2C(=CNC2=C(C=C1)[N+](=O)[O-])C#N